ClC1=C(C=2N=C(N=C(C2C(=N1)OCCOC)O)O)F 7-chloro-8-fluoro-5-(2-methoxyethoxy)pyrido[4,3-d]pyrimidine-2,4-diol